C(CCCCCCC\C=C/CCCCCCCC)(=O)[O-].C(CCCCCCC\C=C/CCCCCCCC)(=O)[O-].C(CCCCCCC\C=C/CCCCCCCC)(=O)[O-].[Al+3] aluminum tri(oleate)